(E)-2-isopropyl-5-[2-(4-bromothiophen-2-yl)vinyl]-benzene-1,3-diol C(C)(C)C1=C(C=C(C=C1O)\C=C\C=1SC=C(C1)Br)O